NC1=NC(=NC=C1C(F)(F)F)C=1C=C2C=CN(C(C2=CC1F)=O)CCC[C@H](C)NC=1C=NNC(C1C(F)(F)F)=O 6-[4-amino-5-(trifluoromethyl)pyrimidin-2-yl]-7-fluoro-2-[(4S)-4-[[6-oxo-5-(trifluoromethyl)-1H-pyridazin-4-yl]amino]pentyl]isoquinolin-1-one